NCCCCC1CCC(OCC1)=O 5-(4-Aminobutyl)oxepan-2-one